C(#N)C=1C=C(C=NC1)C(=O)NC1=CC2=CN(N=C2C=C1OC)C1CCC(CC1)CN(C)C1CCN(CC1)C1=CC=CC=2N(C(N(C21)C)=O)C2C(NC(CC2)=O)=O 5-cyano-N-[2-[4-[[[1-[1-(2,6-dioxo-3-piperidinyl)-3-methyl-2-oxo-benzoimidazol-4-yl]-4-piperidinyl]-methyl-amino]methyl]cyclohexyl]-6-methoxy-indazol-5-yl]pyridine-3-carboxamide